C(C)(C)(C)C1N(CC1C(C(=O)OC)NC(=O)OCC1=CC=CC=C1)C(=O)OCC(C1=CC=CC=C1)C1=CC=CC=C1 2,2-diphenyl-ethanol tert-butyl-3-(1-{[(benzyloxy)carbonyl]amino}-2-methoxy-2-oxoethyl)azetidine-1-carboxylate